ClC=1C(=C(C(=CC1)OC)C1=CC(=NC=C1C(=O)NC=1SC(=NN1)OCC(=C)C)C)F 4-(3-Chloro-2-fluoro-6-methoxyphenyl)-6-methyl-N-(5-((2-methylallyl)oxy)-1,3,4-thiadiazol-2-yl)nicotinamide